CC1=CC=CC=2N(C(=NC21)C2=CC=C(C=C2)C)CCCC2=CC=CC=C2 methyl-1-(3-phenylpropyl)-2-(p-tolyl)-1H-benzo[d]Imidazole